1-(2-(1H-indol-3-yl)ethyl)-6,7-dimethoxy-2-(2-methoxyethyl)-1,2,3,4-tetrahydroisoquinoline N1C=C(C2=CC=CC=C12)CCC1N(CCC2=CC(=C(C=C12)OC)OC)CCOC